FC(OC1=CC=C(C=C1)C=CC(=O)C1=CC=C(C(=O)O)C=C1)(F)F 4-3-[4-(Trifluoromethoxy)phenyl]prop-2-enoylbenzoic acid